CN1N=CC=2C1=NC(=CC2N2CCC(CC2)C2=NC=C(C(=C2)C)N2CCNCC2)C 1,6-dimethyl-4-[4-(4-methyl-5-piperazin-1-yl-2-pyridyl)-1-piperidyl]pyrazolo[3,4-b]pyridine